C(CCC\C=C/CC=CCC=CCC=CCCCCC)(=O)O (Z)-5,8,11,14-eicosatetraenoic acid